C(#N)C=1C=CC(=C(C1)C=1C(=C(C(N(C1C)CC)=O)C(=O)N)C)N1CCC(CC1)OC1=C(C=C(C=C1)F)F 5-cyano-2-(4-(2,4-difluorophenoxy)piperidin-1-yl)phenyl-1-ethyl-4,6-dimethyl-2-oxo-1,2-dihydropyridine-3-carboxamide